tert-butyl 2-(1-aminoethyl)-4,6-dihydro-5H-thieno[2,3-c]pyrrole-5-carboxylate NC(C)C1=CC2=C(CN(C2)C(=O)OC(C)(C)C)S1